quinolizin C=1C=CCN2C=CC=CC12